N1(CCOCC1)C1=CC(=NC=C1)C1=NC2=CC(=C(C=C2C(=N1)N)N)OC (4-morpholinylpyridin-2-yl)-7-methoxyquinazoline-4,6-diamine